C(C)(C)(C)C1=CC=C(C(C(=O)[O-])=C1)O 5-t-butylsalicylate